FC1=C(C=CC=C1C(F)(F)F)[C@@H](C)NC1=CC(=NC2=CC(=C(C=C12)OCC=1N(CCC1)C(=O)OC(C)(C)C)OC)C tert-Butyl (S)-2-(((4-(((R)-1-(2-fluoro-3-(trifluoromethyl)phenyl)ethyl)amino)-7-methoxy-2-methylquinolin-6-yl)oxy)methyl)pyrroline-1-carboxylate